7-bromo-3-ethyl-6-fluoro-2-methoxyquinoline BrC1=C(C=C2C=C(C(=NC2=C1)OC)CC)F